4,6-Dimethyl-2,3-bis[2-(3,4,5,6-tetrahydro-2H-pyran-2-yloxy)ethyl]pyridine CC1=C(C(=NC(=C1)C)CCOC1OCCCC1)CCOC1OCCCC1